methyl 2-bromobenzylcarbamate BrC1=C(CNC(OC)=O)C=CC=C1